4-[2-isopropoxyethyl-[4-(5,6,7,8-tetrahydro-1,8-naphthyridin-2-yl)butyl]amino]-2-[(3-phenyloxetane-3-carbonyl)amino]butanoic acid C(C)(C)OCCN(CCC(C(=O)O)NC(=O)C1(COC1)C1=CC=CC=C1)CCCCC1=NC=2NCCCC2C=C1